(4,6-diamino-2-(5-fluoro-1-(2-fluorobenzyl)-1H-pyrazolo[3,4-b]pyridin-3-yl)pyrimidin-5-yl)cyclobutylcarboxamide NC1=NC(=NC(=C1NC(=O)C1CCC1)N)C1=NN(C2=NC=C(C=C21)F)CC2=C(C=CC=C2)F